O[C@H](CC(=O)N(C)C)C1=CC2=CC=CC=C2C=C1 (R)-3-hydroxy-N,N-dimethyl-3-(naphthalene-2-yl)propanamide